ClC1=C(C=C2C=C(N=CC2=C1)NC(=O)C1CC1)N1CCN(CC1)C1(COCC1O)C N-(7-chloro-6-(4-(4-hydroxy-3-methyltetrahydrofuran-3-yl)piperazin-1-yl)isoquinolin-3-yl)cyclopropanecarboxamide